CC=1C(=CN=C2CCCN(C12)C(=O)OC(C)(C)C)B1OC(C(O1)(C)C)(C)C tert-Butyl 8-methyl-7-(4,4,5,5-tetramethyl-1,3,2-dioxaborolan-2-yl)-3,4-dihydro-2H-1,5-naphthyridine-1-carboxylate